(S)-2-((((9H-fluoren-9-yl)methoxy)carbonyl)amino)pentanoic acid C1=CC=CC=2C3=CC=CC=C3C(C12)COC(=O)N[C@H](C(=O)O)CCC